tert-butyl 3-(7-(2-(bis(4-methoxybenzyl)amino)-6-methyl-5-(trifluoromethyl)pyrimidin-4-yl)-6-chloro-2,8-difluoroquinazolin-4-yl)-3,8-diazabicyclo[3.2.1]octane-8-carboxylate COC1=CC=C(CN(C2=NC(=C(C(=N2)C2=C(C=C3C(=NC(=NC3=C2F)F)N2CC3CCC(C2)N3C(=O)OC(C)(C)C)Cl)C(F)(F)F)C)CC3=CC=C(C=C3)OC)C=C1